S([O-])(O)(=O)=O.C(=C)C1=C(C=CC=C1)[P+](C1=CC=CC=C1)(C1=CC=CC=C1)CC1=CC=CC=C1 vinylbenzyl-triphenyl-phosphonium bisulfate